2,4,7,9-tetramethylbenzo[b]-1,8-naphthyridin-5-amine CC=1C=C(C=2C(=C3C(=NC2N1)C(=CC(=C3)C)C)N)C